N[C@H]1[C@@H](OCCC1)C1=C(C2=NC(=CC(=C2S1)NCC=1SC=CC1)Cl)C#CCCO 4-(2-((2R,3R)-3-aminotetrahydro-2H-pyran-2-yl)-5-chloro-7-((thiophen-2-ylmethyl)amino)thieno[3,2-b]pyridin-3-yl)but-3-yn-1-ol